Oct-2-ene-8-carboxylic acid tert-butyl ester C(C)(C)(C)OC(=O)CCCCCC=CC